ClC=1C=C2C=C(C(N(C2=CC1)C)C(F)(F)F)C(=O)O 6-Chloro-1,2-dihydro-1-methyl-2-(trifluoromethyl)-3-quinolinecarboxylic acid